CNC(=O)C1CN(C1)CC1=CC=C(C=C1)[N+](=O)[O-] N-methyl-1-[(4-nitrophenyl)methyl]azetidine-3-carboxamide